NC1=C(C(=O)NC2=C(C=C(C=C2)F)F)C=C(C=C1C)Cl 2-amino-5-chloro-N-(2,4-difluorophenyl)-3-methylbenzamide